6-(3-(3-chloro-4-(1,4-dioxaspiro[4.5]decan-8-yl)phenyl)-2-methylpropyl)-2-thia-6-azaspiro[3.4]octane 2,2-dioxide ClC=1C=C(C=CC1C1CCC2(OCCO2)CC1)CC(CN1CC2(CS(C2)(=O)=O)CC1)C